(S)-(4-(7-methylbenzo[d]thiazol-2-yl)-6,7-dihydro-1H-imidazo[4,5-c]pyridin-5(4H)-yl)(thiazol-5-yl)methanone CC1=CC=CC=2N=C(SC21)[C@H]2N(CCC1=C2N=CN1)C(=O)C1=CN=CS1